3-{2-oxa-6-azaspiro[3.4]octan-6-yl}propan-1-one C1OCC12CN(CC2)CCC=O